4-(difluoromethoxy)-3-fluorobenzamide FC(OC1=C(C=C(C(=O)N)C=C1)F)F